2-(2,6-dioxo-3-piperidyl)-5-(12-hydroxydodecyl)isoindoline-1,3-dione O=C1NC(CCC1N1C(C2=CC=C(C=C2C1=O)CCCCCCCCCCCCO)=O)=O